(1S,4S)-4-(((2-oxo-4-(o-tolyl)-2H-chromen-7-yl)methyl)carbamoyl)cyclohexane-1-carboxylic acid O=C1OC2=CC(=CC=C2C(=C1)C1=C(C=CC=C1)C)CNC(=O)C1CCC(CC1)C(=O)O